C(C)(C)(C)OC(=O)NC1(CCSCC1)C(=O)N[C@@H](C)C1=CC=C(C(=O)OC)C=C1 Methyl 4-[(1S)-1-[[4-(tert-butoxycarbonylamino)tetrahydrothiopyran-4-carbonyl]amino]ethyl]benzoate